BrC1=CC=C(C=C1)C(/C=C/C1=CC(=C(OC(C(=O)O)(C)C)C=C1)C(C)(C)C)=O 2-[4-[(E)-3-(4-Bromophenyl)-3-oxoprop-1-enyl]-2-tert-butylphenoxy]-2-methylpropanoic acid